4-fluoro-2-iodo-5-(6-methylpyridin-3-yl)phenol FC1=CC(=C(C=C1C=1C=NC(=CC1)C)O)I